N[C@@H]1C[C@H](CC1)NC1=CC=C(C=N1)N1C(C(=CC=C1)OC)=O 6'-(((1S,3S)-3-aminocyclopentyl)amino)-3-methoxy-2H-[1,3'-bipyridin]-2-one